6-methyl-5H,6H,7H-[1,3]oxazolo[4,5-f]isoindol-2-amine CN1CC2=CC3=C(C=C2C1)N=C(O3)N